N1C(C=CC=C1)=O [1H]-pyridone